NC=1N=C(C2=C(N1)C=CN(C2=O)CC2=C(C=C(C=C2)C(=O)N2CCN(CC2)C)OC)NCCCC 2-amino-4-(butylamino)-6-(2-methoxy-4-(4-methylpiperazine-1-carbonyl)benzyl)pyrido[4,3-d]pyrimidin-5(6H)-one